COC([C@H](C)Cl)=O methyl-(2S)-2-chloropropanoate